CN(C(=O)C1=CC=C(C=C1)C1=CC=2N(C=C1)C=NC2C(=O)OCC)C ethyl 7-(4-(dimethylcarbamoyl)phenyl)imidazo[1,5-a]pyridine-1-carboxylate